C1(CC1)C1=CC(=NC=C1)N1N=CC(=C1)S(=O)(=O)N(C)C=1C(=CC=C2C=NN(C12)C)OC 1-(4-CYCLOPROPYLPYRIDIN-2-YL)-N-(6-METHOXY-1-METHYL-1H-INDAZOL-7-YL)-N-METHYL-1H-PYRAZOLE-4-SULFONAMIDE